C(C)(C)C1N2C(C3=CC(=C(C=C3C1)OCCCOC)C(=O)OCC1=CC=CC=C1)CC(C(=C2)C(=O)OC(C)(C)C)=O 10-benzyl 3-tert-butyl 6-isopropyl-9-(3-methoxypropoxy)-2-oxo-2,6,7,11b-tetrahydro-1H-pyrido[2,1-a]isoquinoline-3,10-dicarboxylate